2-(((2-((S)-2,2-dimethylcyclopropane-1-carbonyl)-6-(1-(4-fluorobenzyl)-1H-pyrazole-4-carbonyl)-2,6-diazaspiro[3.4]octan-8-yl)methoxy)methyl)-6-(spiro[3.5]nonan-7-yl)benzoic acid CC1([C@H](C1)C(=O)N1CC2(C1)CN(CC2COCC2=C(C(=O)O)C(=CC=C2)C2CCC1(CCC1)CC2)C(=O)C=2C=NN(C2)CC2=CC=C(C=C2)F)C